(2-(trifluoromethyl)benzyl)triphenylphosphonium hydrobromide Br.FC(C1=C(C[P+](C2=CC=CC=C2)(C2=CC=CC=C2)C2=CC=CC=C2)C=CC=C1)(F)F